ClC1=NC=C(C(=N1)C1=CC2=C(C(N(CCS2(=O)=O)C)=O)S1)C 7-(2-chloro-5-methylpyrimidin-4-yl)-4-methyl-3,4-dihydrothieno[2,3-f][1,4]thiazepin-5(2H)-one 1,1-dioxide